(3R)-N-methyloxan-3-amine hydrochloride Cl.CN[C@H]1COCCC1